C(C1=CC=CC=C1)O[C@@H]1[C@H](N(C[C@@H]([C@H]1OCC1=CC=CC=C1)OCC1=CC=CC=C1)CC1CCC2(CCC2)CC1)C (2R,3R,4R,5S)-3,4,5-tris(benzyloxy)-2-methyl-1-(spiro[3.5]nonan-7-ylmethyl)piperidine